BrC=1C=C(C=CC1)C[C@@H](C(=O)O)O (S)-3-(3-bromophenyl)-2-hydroxypropionic acid